1-(4-Bromo-3-methoxy-5-methylthiophen-2-yl)propan-1-ol BrC=1C(=C(SC1C)C(CC)O)OC